ClC=1C=C(C=C(C1OCCCCl)Cl)C(C)(C)C1=CC=C(OC[C@H](CS(=O)(=O)CC)O)C=C1 (R)-1-(4-(2-(3,5-dichloro-4-(3-chloropropoxy)phenyl)propan-2-yl)phenoxy)-3-(ethylsulfonyl)propan-2-ol